(S)-5-chloro-4-((1-(3-chlorophenyl)ethyl)amino)-2-fluoro-N-(thiazol-2-yl)benzenesulfonamide ClC=1C(=CC(=C(C1)S(=O)(=O)NC=1SC=CN1)F)N[C@@H](C)C1=CC(=CC=C1)Cl